CCCCCCC(CC=CCC(CCCCCC)O)O octadec-9-ene-7,12-diol